NN1CCC(CC1)CN1CCN(CC1)C(=O)C1=CC=C(C=C1)N1C(NC(CC1)=O)=O 1-(4-(4-((1-aminopiperidin-4-yl)methyl)piperazine-1-carbonyl)phenyl)dihydropyrimidine-2,4(1H,3H)-dione